Cl.ClC=1C=C(CN2C[C@H](CC2)CN)C=CC1OCC (R)-(1-(3-chloro-4-ethoxybenzyl)pyrrolidin-3-yl)methanamine hydrochloride